NC1=CC(=C(C=C1)C(=O)C1=CC=C(C=C1)N)C1=C(C=CC=C1)OC (4-amino-2-(methoxyphenyl)phenyl)(4-aminophenyl)methanone